3-(2-(benzyloxy)ethoxy)propan-1-ol C(C1=CC=CC=C1)OCCOCCCO